[2-[[(1S)-2-[(1S,2S)-2-(3-chloro-2-pyridyl)-1-methyl-propoxy]-1-methyl-2-oxo-ethyl]carbamoyl]-4-methoxy-3-pyridyl]oxymethyl 2-methylpropanoate CC(C(=O)OCOC=1C(=NC=CC1OC)C(N[C@H](C(=O)O[C@H]([C@@H](C)C1=NC=CC=C1Cl)C)C)=O)C